N1=CN=CC=2NC(C3(NC12)CC3)=O 5',8'-dihydro-6'H-spiro[cyclopropane-1,7'-pteridine]-6'-one